(9H-Fluoren-9-yl)methyl-((7R)-2-(2-(6-acetyl-1-(cyclopropylmethyl)-1H-indol-2-yl)-4-methoxy-3-methylpyrazolo[1,5-a]pyridine-6-carbonyl)-2-azabicyclo[2.2.1]heptan-7-yl)carbamate C1=CC=CC=2C3=CC=CC=C3C(C12)COC(N[C@H]1C2N(CC1CC2)C(=O)C=2C=C(C=1N(C2)N=C(C1C)C=1N(C2=CC(=CC=C2C1)C(C)=O)CC1CC1)OC)=O